neryl citrate C(CC(O)(C(=O)[O-])CC(=O)[O-])(=O)OC\C=C(\C)/CCC=C(C)C